C(C)(C)(C)N1N=C(C=C1NC(=O)C=1C=NN(C1)CCCCCCCCCC#C)[C@@H]1C[C@@H](CC1)OC(NC(C)C)=O [(1R,3S)-3-[1-tert-butyl-5-[(1-undec-10-ynylpyrazole-4-carbonyl)amino]pyrazol-3-yl]cyclopentyl]N-isopropylcarbamate